O1C(=CC=C1)C(=O)O.FC(OC1=C(C(=O)O)C=CC=N1)F 2-(difluoromethoxy)nicotinic acid oxolate